(4-((5-(6-methylpyridin-2-yl)pyrazolo[1,5-a]pyrimidin-7-yl)amino)pyridin-2-yl)propan-2-ol CC1=CC=CC(=N1)C1=NC=2N(C(=C1)NC1=CC(=NC=C1)CC(C)O)N=CC2